NC1=C2C(=NC=N1)N(N=C2C=2C=CC1=C(N=C(O1)N)C2)CCCCNC(CCOCCOCCOCCOCCN2CCN(CC2)C2=NC=C(C=N2)CN)=O N-(4-(4-amino-3-(2-aminobenzo[d]oxazol-5-yl)-1H-pyrazolo[3,4-d]pyrimidin-1-yl)butyl)-1-(4-(5-(aminomethyl)pyrimidin-2-yl)piperazin-1-yl)-3,6,9,12-tetraoxapentadecan-15-amide